rac-6-(2-((3aR,5s,6aS)-5-(2-fluoro-4-methyl-phenoxy)hexahydro-cyclopenta[c]pyrrol-2(1H)-yl)-1-hydroxyethyl)pyridin-3-ol FC1=C(OC2C[C@@H]3[C@@H](CN(C3)CC(O)C3=CC=C(C=N3)O)C2)C=CC(=C1)C